3-(2-(2-(tert-butoxy)-2-oxoethyl)-6-((diisopropyloxyphosphoryl)oxy)-4-methylphenyl)-3-methylbutanoic acid C(C)(C)(C)OC(CC1=C(C(=CC(=C1)C)OP(=O)(OC(C)C)OC(C)C)C(CC(=O)O)(C)C)=O